CS(=O)(=O)[O-].[Ag+] silver(I) methanesulfonate